C(C1=CC=CC=C1)OC(=O)N[C@H](C(=O)O)C1CC(CCC1)(F)F (2S)-2-(((benzyloxy)carbonyl)amino)-2-(3,3-difluorocyclohexyl)acetic acid